ClCCN1CC2(C1)COCCC2 2-(2-chloroethyl)-6-oxa-2-azaspiro[3.5]Nonane